N-(2-chloro-3-methylphenyl)-4-[({3-[(3,3-dimethyloxetan-2-yl)methoxy]pyridin-4-yl}methyl)amino]-2-oxo-1,2,5,6-tetrahydropyridine-3-carbothioamide ClC1=C(C=CC=C1C)NC(=S)C=1C(NCCC1NCC1=C(C=NC=C1)OCC1OCC1(C)C)=O